6-((3s,4r)-3-aminotetrahydro-2H-pyran-4-yl)-7-bromo-2-chloro-N-(furan-2-ylmethyl)thieno[3,2-d]pyrimidine-4-amine formate salt C(=O)O.N[C@@H]1COCC[C@H]1C1=C(C=2N=C(N=C(C2S1)NCC=1OC=CC1)Cl)Br